BrC1=C(C(=CC=C1)Br)CCBr 1,3-dibromo-2-(2-bromoethyl)benzene